N1-(4-(tert-pentyl)phenyl)cyclohexane-1,4-diamine C(C)(C)(CC)C1=CC=C(C=C1)NC1CCC(CC1)N